triethylene glycol di-(2-ethyl hexanoate) C(C)C(C(=O)OCCOCCOCCOC(C(CCCC)CC)=O)CCCC